6-[(2-methoxyethyl)amino]benzonitrile COCCNC1=CC=CC=C1C#N